C(C)(C)NC1=NC(=NC=C1C(=O)N)N[C@H]1CCCC2=CC=CC=C12 (S)-4-(isopropylamino)-2-(1,2,3,4-tetrahydronaphthalen-1-ylamino)pyrimidine-5-carboxamide